CS(=O)(=O)C1=NN=CO1 5-(methylsulfonyl)1,3,4-oxadiazole